C(CCC)NC(=O)NCCCCCCCCCCC N-butyl-N'-undecylurea